N1(CCC1)C1=CC2=C(C=C(O2)C(=O)NS(=O)(=O)C2=C(C=CC(=C2)C=2CCOCC2)OC)C(=C1)F 6-(azetidin-1-yl)-N-[5-(3,6-dihydro-2H-pyran-4-yl)-2-methoxybenzene-1-sulfonyl]-4-fluoro-1-benzofuran-2-carboxamide